3-[1,3-Dioxo-5-(1H-[1,2,3]triazol-4-yl)-1,3-dihydroisoindol-2-yl]biphenyl-4-carboxylic acid 2-amino-ethyl ester NCCOC(=O)C1=C(C=C(C=C1)C1=CC=CC=C1)N1C(C2=CC=C(C=C2C1=O)C=1N=NNC1)=O